BrC=1C=CC(=NC1)N(C1=CC=CC=C1)CC1CC1 (5-bromo-2-pyridinyl)-(cyclopropylmethyl)-phenyl-amine